C(C)(C)(C)OC(=O)OC(C(C(=O)OCC)NC(=O)C(C(=O)O)C)=O [(1-{[(tert-butoxy)carbonyl]oxy}-3-ethoxy-1,3-dioxopropan-2-yl)carbamoyl]propanoic acid